ClC1=CC=C(C(=N1)C=1N=NN(N1)C([2H])([2H])[2H])NC(C)C=1C=C(C=C2C(N(C=3N(C12)C=NC3C3CCN(CC3)S(=O)(=O)C3CC3)C)=O)C 9-(1-((6-chloro-2-(2-(methyl-d3)-2H-tetrazol-5-yl)pyridin-3-yl)amino)ethyl)-3-(1-(cyclopropylsulfonyl)piperidin-4-yl)-4,7-dimethylimidazo[1,5-a]quinazolin-5(4H)-one